Oleylammonium Iodide [I-].C(CCCCCCC\C=C/CCCCCCCC)[NH3+]